BrC1=C(C=C(C=O)C=C1)OCOCC 4-Bromo-3-(ethoxymethoxy)benzaldehyde